N(=O)ON=O nitrosooxide